4-(7-Benzyl-7,8,9,10-tetrahydropyrazolo[5,1-f][1,6]naphthyridin-1-yl)benzoic acid C(C1=CC=CC=C1)N1CCCC=2C=3N(C=CC12)N=CC3C3=CC=C(C(=O)O)C=C3